FC1=C(C=CC(=C1F)C=1C=C2C=NC(=NC2=CC1)N[C@@H]1CNCCC1)NS(=O)(=O)CCC(F)(F)F (S)-N-(2,3-difluoro-4-(2-(piperidin-3-ylamino)quinazolin-6-yl)phenyl)-3,3,3-trifluoropropane-1-sulfonamide